4-iodophenylpropanol IC1=CC=C(C=C1)C(CC)O